ClC=1C=C2C(=NC(=NC2=C(C1C1=CC(=CC2=CC=CC=C12)O)F)N1CC(C1)N(C)C)N1C2CCCC(N(C2)C(=O)[O-])C1 8-((S or R)-6-Chloro-2-(3-(dimethylamino)azetidine-1-yl)-8-fluoro-7-(3-hydroxynaphthalen-1-yl)quinazolin-4-yl)-6,8-Diazabicyclo[3.2.2]nonane-6-carboxylate